α,α,α-trifluoro-p-tolyl isocyanate C1=CC(=CC=C1C(F)(F)F)N=C=O